4-fluoro-2-methoxy-1-nitrobenzene FC1=CC(=C(C=C1)[N+](=O)[O-])OC